5-methylcyclopenta[b]furan CC1=CC=2C(OCC2)=C1